tert-butyl (R)-4-(2-((methoxy-d3)methyl)morpholino)-2-nitrobenzoate C(OC[C@@H]1OCCN(C1)C1=CC(=C(C(=O)OC(C)(C)C)C=C1)[N+](=O)[O-])([2H])([2H])[2H]